4-(4-isocyanatoindan-5-yl)-2-methoxy-pyridine N(=C=O)C1=C2CCCC2=CC=C1C1=CC(=NC=C1)OC